rac-(2S,3R,4R,SR)-4-[[3-(3,4-difluoro-2-methoxy-phenyl)-4,5-dimethyl-5-(trifluoromethyl)tetrahydrofuran-2-carbonyl]amino]pyridine-2-carboxamide FC=1C(=C(C=CC1F)[C@@H]1[C@H](O[C@@]([C@@H]1C)(C(F)(F)F)C)C(=O)NC1=CC(=NC=C1)C(=O)N)OC |r|